CN(C(O[C@H]1C[C@H](CC1)C1=CC(=NN1)NC(=O)C1=CN=NN1C)=O)C(C)CC(F)(F)F (1R,3S)-3-(3-{[(1-methyl-1H-1,2,3-triazol-5-yl)-carbonyl]amino}-1H-pyrazol-5-yl)cyclopentyl methyl[(2ξ)-4,4,4-tri-fluorobutan-2-yl]carbamate